1-Tert-butyl 4-[1-[[1-(2,6-dioxo-3-piperidyl)-3-methyl-2-oxo-benzimidazol-4-yl]methyl]-4-piperidyl]piperazine-1-carboxylate O=C1NC(CCC1N1C(N(C2=C1C=CC=C2CN2CCC(CC2)N2CCN(CC2)C(=O)OC(C)(C)C)C)=O)=O